CC1=C(SC=C1)C1=NN=NN1 5-(3-methylthiophen-2-yl)-1H-tetrazole